7-[4-(4-(1-benzothiophen-4-yl)piperazine-1-yl)butoxy]-1,2-dihydroquinoline S1C=CC2=C1C=CC=C2N2CCN(CC2)CCCCOC2=CC=C1C=CCNC1=C2